C(CCC)ON(C1=C(C=C(C=C1)C)CCCO)OCCCC N,N-Dibutoxyhydroxypropyl-p-toluidin